(2R,4S)-6,7-dichloro-4-hydroxy-N-(3-{4-[2-(trifluoromethoxy)ethoxy]-1H-pyrazol-1-yl}bicyclo[1.1.1]pentan-1-yl)-3,4-dihydro-2H-1-benzopyran-2-carboxamide ClC=1C(=CC2=C([C@H](C[C@@H](O2)C(=O)NC23CC(C2)(C3)N3N=CC(=C3)OCCOC(F)(F)F)O)C1)Cl